ClC1=C(OC=2C=C3CCC=C(C3=CC2)C(=O)N)C=CC=C1 6-(2-chlorophenoxy)-3,4-dihydronaphthalene-1-carboxamide